Cl.N[C@@H](C(=O)NC1C(NC(CC1)=O)=O)CC1=CC=CC=C1 (2R)-2-amino-N-(2,6-piperidinedione-3-yl)-3-phenylpropionamide hydrochloride